FC=1C(=CC(=C(C1)NCC#CC1=C(C2=C(S1)C=CC=C2)CC(F)(F)F)OC)S(=O)(=O)C 2-(3-((5-fluoro-2-methoxy-4-(methylsulfonyl)phenyl)amino)prop-1-yn-1-yl)-3-(2,2,2-trifluoroethyl)benzo[b]thiophen